N-hydroxy-3-oxo-4-(3-(trifluoromethoxy)benzyl)-3,4-dihydro-2H-benzo[b][1,4]oxazine-6-carboxamide ONC(=O)C1=CC2=C(OCC(N2CC2=CC(=CC=C2)OC(F)(F)F)=O)C=C1